3-(3-((2-(4-(11-((4-(((R)-1-(3-Bromophenyl)ethyl)amino)-6-methoxy-2-methyl-quinazolin-7-yl)oxy)undecyl)piperazin-1-yl)-2-oxoethyl)amino)phenyl)piperidine-2,6-dione BrC=1C=C(C=CC1)[C@@H](C)NC1=NC(=NC2=CC(=C(C=C12)OC)OCCCCCCCCCCCN1CCN(CC1)C(CNC=1C=C(C=CC1)C1C(NC(CC1)=O)=O)=O)C